(R)-3-(4-chlorophenyl)-N'-((2-ethynylphenyl)sulfonyl)-4-phenyl-N-(2-sulfamoylethyl)-4,5-dihydro-1H-pyrazole-1-carboximidamide ClC1=CC=C(C=C1)C1=NN(C[C@H]1C1=CC=CC=C1)C(NCCS(N)(=O)=O)=NS(=O)(=O)C1=C(C=CC=C1)C#C